2-(3-((1r,3r)-3-methoxy-1-(4-methyl-4H-1,2,4-triazol-3-yl)cyclobutyl)phenyl)-6-((propylamino)methyl)-4-(trifluoromethyl)isoindolin-1-one COC1CC(C1)(C1=NN=CN1C)C=1C=C(C=CC1)N1C(C2=CC(=CC(=C2C1)C(F)(F)F)CNCCC)=O